tert-butyl 5-(hydroxymethyl)-1'-(4-methoxybenzyl)-7'-methyl-3',4'-dihydro-1'H-spiro[pyrrolidine-3,2'-[1,8]naphthyridine]-1-carboxylate OCC1CC2(N(C3=NC(=CC=C3CC2)C)CC2=CC=C(C=C2)OC)CN1C(=O)OC(C)(C)C